C(C)(C)(C)OC(=O)NCC1=C2CCN(C2=CC(=C1)C(=O)O)S(=O)(=O)C 4-(((tert-butoxycarbonyl)amino)methyl)-1-(methylsulfonyl)indoline-6-carboxylic acid